ClC1=CC=C(C=C1)C1=N[C@H](C=2N(C3=C1C(=C(S3)C)C)C(=NN2)C)CC(=O)NCC(=O)NC2=C(C(=O)NC=3SC(=C(N3)C)C)C=CC=C2 (S)-2-(2-(2-(4-(4-Chlorophenyl)-2,3,9-trimethyl-6H-thieno[3,2-f][1,2,4]triazolo[4,3-a][1,4]diazepin-6-yl)acetamido)acetamido)-N-(4,5-dimethylthiazol-2-yl)benzamide